C(C1=CC=CC=C1)(=O)C=1C2=C(OC1CC(C(=O)OCC)(C(=O)OCCCCCCCCCCCCCCCCCC)Br)C=CC1=CC=CC=C12 Ethyl octadecyl 2-((1-benzoylnaphtho[2,1-b]furan-2-yl) methyl)-2-bromomalonate